FC1=C(C(=CC=C1)OC)NCC#CC=1N(C=2C=CC=C(C2C1)NC1CCN(CC1)C)CC(F)(F)F 2-{3-[(2-fluoro-6-methoxyphenyl)-amino]prop-1-yn-1-yl}-N-(1-methylpiperidin-4-yl)-1-(2,2,2-trifluoroethyl)-1H-indol-4-amine